N-(2-((2R,3R)-1,2-dimethylpiperidin-3-yl)-5-fluorothieno[2,3-b]pyridin-4-yl)-4,6-difluorobenzo[d]thiazol-5-amine CN1[C@@H]([C@@H](CCC1)C1=CC=2C(=NC=C(C2NC=2C(=CC3=C(N=CS3)C2F)F)F)S1)C